C(C)(C)(C)N1N=C(C(=C1NC1=NC=CN=C1)C#N)C1=CC(=C(C=C1)[N+](=O)[O-])OCC1=NC=CC=C1 1-tert-butyl-3-{4-nitro-3-[(pyridin-2-yl)methoxy]phenyl}-5-[(pyrazin-2-yl)amino]-1H-pyrazole-4-carbonitrile